1-(2,3-bis(pyridin-3-yl)quinolin-6-yl)-3-(2-hydroxybutyl)urea N1=CC(=CC=C1)C1=NC2=CC=C(C=C2C=C1C=1C=NC=CC1)NC(=O)NCC(CC)O